C(C1=CC=CC=C1)(C1=CC=CC=C1)N(C=1N(C(C(=C(N1)C(=O)NC=1C(=NOC1)C)O)=O)C)C 2-(benzhydryl(methyl)amino)-5-hydroxy-1-methyl-N-(3-methylisoxazol-4-yl)-6-oxo-1,6-dihydropyrimidine-4-carboxamide